C(C)(C)(C)OC(=O)N1C[C@@H]([C@H]([C@@H](C1)NC)O)N1N=NC(=C1)C1=CC(=CC=C1)F (3S,4S,5R)-3-(4-(3-fluorophenyl)-1H-1,2,3-triazol-1-yl)-4-hydroxy-5-(methylamino)piperidine-1-carboxylic acid tert-butyl ester